1-(3-((2-Methylquinazolin-4-yl)oxy)propyl)-3-phenylazetidin-3-ol hydrochloride Cl.CC1=NC2=CC=CC=C2C(=N1)OCCCN1CC(C1)(O)C1=CC=CC=C1